1-(6-(4-(benzylthio)phenoxy)-2-azaspiro[3.3]heptan-2-yl)-2,2,2-trifluoroethan-1-one C(C1=CC=CC=C1)SC1=CC=C(OC2CC3(CN(C3)C(C(F)(F)F)=O)C2)C=C1